5-fluoro-4-imino-1-(toluene-4-sulfonyl)-3,4-dihydro-1H-pyrimidin-2-one FC=1C(NC(N(C1)S(=O)(=O)C1=CC=C(C)C=C1)=O)=N